2-(4-((3-isopropyl-1H-pyrrolo[3,2-b]pyridin-5-yl)methyl)-2,3,5-trimethylphenoxy)acetic acid C(C)(C)C1=CNC=2C1=NC(=CC2)CC2=C(C(=C(OCC(=O)O)C=C2C)C)C